CC(C)(C)S(=O)(=O)C1=CC=C(C=C1)NCC#CC=1N(C=2C=CC=C(C2C1)NC1CCN(CC1)C1CCOCC1)CC(F)(F)F 2-(3-{[4-(2-methyl-propane-2-sulfonyl)phenyl]amino}prop-1-yn-1-yl)-N-[1-(oxan-4-yl)piperidin-4-yl]-1-(2,2,2-trifluoroethyl)-1H-indol-4-amine